2-naphthalenecarbamide C1=C(C=CC2=CC=CC=C12)C(=O)N